[Se](=O)(=O)([O-])[O-].[Se](=O)(=O)([O-])[O-].[Li+].[Li+].[Li+].[Li+] lithium diselenate